(4-nitro-1-((2-(trimethylsilyl)ethoxy)methyl)-1H-pyrazol-3-yl)methanol [N+](=O)([O-])C=1C(=NN(C1)COCC[Si](C)(C)C)CO